tert-butyl (1-(5-chloro-4-(3-((2-(imidazo[1,2-a]pyridin-3-yl)propan-2-yl)(methyl) carbamoyl) azetidin-1-yl)pyrimidin-2-yl)piperidin-4-yl)carbamate ClC=1C(=NC(=NC1)N1CCC(CC1)NC(OC(C)(C)C)=O)N1CC(C1)C(N(C)C(C)(C)C1=CN=C2N1C=CC=C2)=O